ClC=1C=C2C(=NC=NC2=C(C1)C(F)(F)F)N([C@@H](C)C=1N(N=CN1)C1=NC=C(C=C1)C1=NOC(=N1)C(F)(F)F)C 6-chloro-N-methyl-8-(trifluoromethyl)-N-[(1S)-1-[2-[5-[5-(trifluoromethyl)-1,2,4-oxadiazol-3-yl]-2-pyridyl]-1,2,4-triazol-3-yl]ethyl]quinazolin-4-amine